C(C)(C)(C)OC(=O)N1C=CC2=CC=C(C=C12)NC1=NC(=CC(=C1)N1CCN(CC1)C)C#N.N1C=CC2=CC=C(C=C12)NC1=CC(=CC(=N1)C#N)N1CCN(CC1)C 6-((1H-indol-6-yl)amino)-4-(4-methylpiperazin-1-yl)picolinonitrile tert-butyl-6-((6-cyano-4-(4-methylpiperazin-1-yl)pyridin-2-yl)amino)-1H-indole-1-carboxylate